O=C1N=C2C(=CC(=CC2=C1)F)F 2-oxo-5,7-difluoroindole